C1(CCCC1)NC=1C2=C(N=C(N1)NC1=C(C=C(C=C1)P1(CCN(CC1)C1COC1)=O)OC)NC=C2 4-(4-((4-(cyclopentyl-amino)-7H-pyrrolo[2,3-d]pyrimidin-2-yl)amino)-3-methoxyphenyl)-1-(oxetan-3-yl)-1,4-azaphosphinane 4-oxide